5-(morpholinomethyl)pyrazine-2-carboxamide O1CCN(CC1)CC=1N=CC(=NC1)C(=O)N